(1e,4e)-1,5-bis(2-bromo-4-hydroxy-5-methoxyphenyl)penta-1,4-dien-3-one BrC1=C(C=C(C(=C1)O)OC)\C=C\C(\C=C\C1=C(C=C(C(=C1)OC)O)Br)=O